(3E)-3,12-tridecadienenitrile C(C\C=C\CCCCCCCC=C)#N